calcium N-(2,4-dihydroxy-3,3-dimethylbutyryl)-beta-aminopropionate OC(C(=O)NCCC(=O)[O-])C(CO)(C)C.[Ca+2].OC(C(=O)NCCC(=O)[O-])C(CO)(C)C